(4-(3-methyl-4-oxo-3,4-dihydrophthalazin-1-yl)phenyl)sulfonamide CN1N=C(C2=CC=CC=C2C1=O)C1=CC=C(C=C1)S(=O)(=O)N